C(C)C1=CC=C(C=C1)S(=O)(=O)NC1=CC=C(C=C1)/N=C/C=1C(=C2C=CC(OC2=CC1)(C)C)O (E)-4-ethyl-N-(4-(((5-hydroxy-2,2-dimethyl-2H-chromen-6-yl)methylene)amino)phenyl)benzenesulfonamide